1-((3-(5-azaspiro[2.3]hex-5-ylsulfonyl)phenyl)carbonyl)-N-((1R)-1-(4-(trifluoromethyl)phenyl)ethyl)-D-prolinamide C1CC12CN(C2)S(=O)(=O)C=2C=C(C=CC2)C(=O)N2[C@H](CCC2)C(=O)N[C@H](C)C2=CC=C(C=C2)C(F)(F)F